tert-Butyl 4-((7-(tert-butylcarbamoyl)-5-((2-(trimethylsilyl)ethoxy)methyl)-5H-pyrrolo[2,3-b]pyrazin-2-yl)oxy)piperidine-1-carboxylate C(C)(C)(C)NC(=O)C1=CN(C2=NC=C(N=C21)OC2CCN(CC2)C(=O)OC(C)(C)C)COCC[Si](C)(C)C